CC1=CN=CC=2N=CN(C(C21)=O)CC2=NC(=NO2)C2[C@H]1CN(C[C@@H]21)C2=CC=C(C=C2)Cl 5-methyl-3-[[3-[(1R,5S,6R)-3-(4-chlorophenyl)-3-azabicyclo[3.1.0]hex-6-yl]-1,2,4-oxadiazol-5-yl]methyl]pyrido[3,4-d]pyrimidin-4-one